methyl (2R)-3-[(4-acetamidobutanoyl)sulfanyl]-2-(3-[[(4R)-2,2,5,5-tetramethyl-1,3-dioxan-4-yl]formamido]propanamido)propanoate C(C)(=O)NCCCC(=O)SC[C@@H](C(=O)OC)NC(CCNC(=O)[C@@H]1OC(OCC1(C)C)(C)C)=O